6-chloro-2-oxo-1,2-dihydroquinoline-3-carboxylic acid ClC=1C=C2C=C(C(NC2=CC1)=O)C(=O)O